Cl.CC1=C(C(=O)O)C=CC(=C1)C1(CC1)NC(=O)C1(CCOCC1)N1C[C@@H](CC1)OC1=CC(=CC=C1)C(F)(F)F (R)-2-Methyl-4-(1-(4-{3-(3-(trifluoromethyl)phenoxy)pyrrolidin-1-yl}tetrahydro-2H-pyran-4-carboxamido)cyclopropyl)benzoic acid, hydrochloride